C(C)[C@@H]1CN(CC[C@H]1NC1=NC=C(N=C1CC1=CC=C(C=C1)F)C(F)(F)F)C N-(trans-3-ethyl-1-methylpiperidin-4-yl)-3-(4-fluorobenzyl)-5-(trifluoromethyl)pyrazin-2-amine